2,4,6-tris(isopropyl)benzoic acid C(C)(C)C1=C(C(=O)O)C(=CC(=C1)C(C)C)C(C)C